N1=C2C(=CC=C1)CCCCC2OC(=O)N2CCC1(C3=C(NC(O1)=O)N=CC=C3)CCC2 6,7,8,9-tetrahydro-5H-cyclohept[b]pyridin-9-yl-2'-oxo-1',2'-dihydrospiro[azepane-4,4'-pyrido[2,3-d][1,3]oxazine]-1-carboxylate